N-(cyclobutylmethyl)-1-(5-((4-(6-methoxy-1H-indazol-4-yl)-1H-1,2,3-triazol-1-yl)methyl)pyrimidin-2-yl)piperidin-3-amine C1(CCC1)CNC1CN(CCC1)C1=NC=C(C=N1)CN1N=NC(=C1)C1=C2C=NNC2=CC(=C1)OC